N-(4'-((2-(2-oxabicyclo[2.1.1]hex-4-yl)-6-methylpyrimidin-4-yl)amino)-5-(methoxymethyl)-[2,3'-bipyridyl]-6'-yl)acetamide C12OCC(C1)(C2)C2=NC(=CC(=N2)NC2=C(C=NC(=C2)NC(C)=O)C2=NC=C(C=C2)COC)C